(1R,5S,6r)-6-[(Z)-chloro(hydroxyimino)methyl]-6-methyl-3-azabicyclo[3.1.0]Hexane-3-Formic acid tert-butyl ester C(C)(C)(C)OC(=O)N1C[C@H]2C([C@H]2C1)(C)/C(=N/O)/Cl